C(C=C)(=O)N1[C@H](CN(CC1)C1=NC(=NC2=CC(=C(C=C12)F)C1=CC=CC=2CC3C(C12)C3)OC[C@H]3N(CCC3)C)CC#N 2-((2S)-1-acryloyl-4-(6-fluoro-2-(((S)-1-methylpyrrolidin-2-yl)methoxy)-7-(1,1a,6,6a-tetrahydrocyclopropa[a]inden-2-yl)quinazolin-4-yl)piperazin-2-yl)acetonitrile